(2S,3S,4S,5R,6S)-2-(methoxycarbonyl)-6-(2,3,5,6-tetrafluoro-4-((6-hydroxy-2,2-dimethyl-5-oxo-3,4,5,6-tetrahydro-2H-benzo[h]chromen-6-yl)methyl)phenoxy)tetrahydro-2H-pyran COC(=O)[C@H]1O[C@H](CCC1)OC1=C(C(=C(C(=C1F)F)CC1(C(C=2CCC(OC2C2=C1C=CC=C2)(C)C)=O)O)F)F